ClC1=CC(=CN=N1)SC1=C(C=CC(=C1)C#N)N1N=CC(=C1)CCNC(OC(C)(C)C)=O tert-Butyl N-[2-[1-[2-(6-chloropyridazin-4-yl)sulfanyl-4-cyanophenyl]pyrazol-4-yl]ethyl]carbamate